(1S,2R,3S)-N-[7-chloro-6-[4-((3R,4R)-4-fluoro-3-methyl-tetrahydrofuran-3-yl)piperazin-1-yl]-3-isoquinolyl]-2-methyl-3-(1-methylpyrazol-4-yl)cyclopropanecarboxamide ClC1=C(C=C2C=C(N=CC2=C1)NC(=O)[C@H]1[C@@H]([C@@H]1C=1C=NN(C1)C)C)N1CCN(CC1)[C@@]1(COC[C@@H]1F)C